(2-tetrahydropyran-2-ylpyrazol-3-yl)boronic acid O1C(CCCC1)N1N=CC=C1B(O)O